N1CCC(CC1)N1CCN(CC1)C1=CC=C(C=C1)N1C(NC(CC1)=O)=O 1-[4-[4-(4-piperidinyl)piperazin-1-yl]phenyl]hexahydropyrimidine-2,4-dione